NC=1SC2=C(N1)C(=CC=C2F)C2=C(C=C1C(=NC(=NC1=C2F)OCC21CC(C2)(C1)O)N1CC2CCC(C1)N2)C(F)(F)F 3-(((7-(2-amino-7-fluorobenzo[d]thiazol-4-yl)-4-(3,8-diazabicyclo[3.2.1]octan-3-yl)-8-fluoro-6-(trifluoromethyl)quinazolin-2-yl)oxy)methyl)bicyclo[1.1.1]pentan-1-ol